3-(6-bromo-2-pyridinyl)imidazo[1,2-b]Pyridazine BrC1=CC=CC(=N1)C1=CN=C2N1N=CC=C2